CN(C=1SC(=CN1)/C=C/C=C/C(=O)O)C (2e,4e)-5-(2-(dimethylamino)thiazol-5-yl)penta-2,4-dienoic acid